(1S,3R)-2-(bicyclo[1.1.1]pentan-1-yl)-1-(3-fluoro-5-((1-(3-fluoropropyl)azetidin-3-yl)oxy)pyridin-2-yl)-3-methyl-2,3,4,9-tetrahydro-1H-pyrido[3,4-b]indole C12(CC(C1)C2)N2[C@@H](C=1NC3=CC=CC=C3C1C[C@H]2C)C2=NC=C(C=C2F)OC2CN(C2)CCCF